2-acrylamido-2-methylpropyl-sulfonic acid C(C=C)(=O)NC(CS(=O)(=O)O)(C)C